2-[(bicyclo[1.1.1]pentan-1-ylcarbonyl)oxy]isoindole-1,3-dione C12(CC(C1)C2)C(=O)ON2C(C1=CC=CC=C1C2=O)=O